BrC=1C=C(SC1)C(C)NC1=NC(=NC2=CC=C(C=C12)OC)C 4-((1-(4-bromothiophen-2-yl)ethyl)amino)-6-methoxy-2-methylquinazolin